O=C(CCOCCOCCOCCNC(=O)CCC(C(=O)O)N1CCN(CCN(CCN(CC1)CC(=O)O)CC(=O)O)CC(=O)O)OC1=C(C(=CC(=C1F)F)F)F 4-{[2-(2-{2-[3-Oxo-3-(2,3,5,6-Tetrafluorophenoxy)Propoxy]ethoxy}ethoxy)ethyl]carbamoyl}-2-[4,7,10-tris(carboxymethyl)-1,4,7,10-tetraazacyclododecan-1-yl]butanoic acid